ONC(CCCCCCN1N=CC(=C1)C1=NC2=CC(=CC=C2N=C1)N(C1=CC=CC=C1)CCNC(C)C)=O N-Hydroxy-7-(4-(7-((2-(isopropylamino)ethyl)(phenyl)amino)quinoxalin-2-yl)-1H-pyrazol-1-yl)heptaneAmide